C(C)(=O)OCCC1CC2(C1)CC(C2)NC(=O)C=2C=C(C=C1C=NN(C21)CC2=NC=C(N=C2)C2=CC(=CC(=C2)OC)F)Cl (Ra)-2-(6-(5-chloro-1-((5-(3-fluoro-5-methoxyphenyl)pyrazin-2-yl)methyl)-1H-indazole-7-carboxamido)spiro[3.3]heptane-2-yl)ethyl acetate